ClC1=CC=C2C(=NC(N(C2=C1)C1=NC=CC=N1)=O)NC 7-Chloro-4-(methylamino)-1-(pyrimidin-2-yl)quinazolin-2(1H)-one